[(4R,5R)-5-(Benzyloxy)-2-phenyl-1,3-dioxan-4-yl]methanol C(C1=CC=CC=C1)O[C@H]1[C@H](OC(OC1)C1=CC=CC=C1)CO